OCC1(CCN(CC1)C(=O)C1=CC=C(C=C1)C1(COC1)O)C1=CC=C(C=C1)C(F)(F)F (4-(hydroxymethyl)-4-(4-(trifluoromethyl)phenyl)piperidin-1-yl)(4-(3-hydroxyoxetan-3-yl)phenyl)methanone